COC(\C(=C\C(=O)OC)\NC1=CC=CC=C1)=O 2-(Phenylamino)fumaric acid dimethyl ester